N-(4-fluoro-2-vinylbenzyl)formamide FC1=CC(=C(CNC=O)C=C1)C=C